COC1=CC=C(C=C1)C=1N=C2N(C=CN=C2)C1NC1=CC=C(C(=O)NC(C)C)C=C1 4-[[2-(4-methoxy-phenyl)imidazo[1,2-a]pyrazin-3-yl]amino]-N-propan-2-ylbenzamide